FC(C1=NN(C(=C1)C(F)F)CC(=O)N1CCC(CC1)C=1SC=C(N1)C1=NOC(C1)C1=C(C=CC=C1OCC#C)F)F 2-[3,5-bis(difluoromethyl)-1H-pyrazol-1-yl]-1-[4-(4-{5-[2-fluoro-6-(prop-2-yn-1-yloxy)phenyl]-4,5-dihydro-1,2-oxazol-3-yl}-1,3-thiazol-2-yl)-piperidin-1-yl]ethanone